C(C1=CC=CC=C1)OCC[C@H](NS(=O)(=O)C1=C(C(=C(C(=C1F)F)F)F)F)C(=O)OC(C)(C)C tert-butyl O-benzyl-N-((perfluorophenyl)sulfonyl)-L-homoserinate